FC(C=1C(=C(C=CC1)[C@@H](C)NC=1C2=C(N=C(N1)C)C=NC(=C2)N2CC(N[C@H](C2)C)=O)F)F (6S)-4-[4-({(1R)-1-[3-(difluoromethyl)-2-fluorophenyl]ethyl}amino)-2-methylpyrido[3,4-d]pyrimidin-6-yl]-6-methylpiperazin-2-one